C(C)(C)CC(C)(C1=CC(=CC(=C1)C(CC(C)C)(C)OOC1=CC=CC=C1)C(CC(C)C)(C)OOC1=CC=CC=C1)OOC1=CC=CC=C1 1,3,5-tris(isopropylphenyl-peroxyisopropyl)benzene